CSCCCC#N 4-(methylthio)-butyronitrile